5-FLUORO-1H-PYRROLO[2,3-E]PYRIDINE-3-CARBALDEHYDE FC1=NC2=C(C=C1)NC=C2C=O